(R)-N-(benzo[d]thiazol-5-yl)-1-((6-fluoro-2,3-dihydrobenzofuran-5-yl)sulfonyl)pyrrolidine-3-carboxamide S1C=NC2=C1C=CC(=C2)NC(=O)[C@H]2CN(CC2)S(=O)(=O)C=2C(=CC1=C(CCO1)C2)F